(2r,4s)-2-(4-(4-phenoxyphenyl)piperidine-1-carbonyl)-5-azaspiro[3.4]octan-6-one O(C1=CC=CC=C1)C1=CC=C(C=C1)C1CCN(CC1)C(=O)C1CC2(C1)NC(CC2)=O